N-(3-imino-3-(4-methylpiperazin-1-yl)propyl)-1-methyl-4-(1-methyl-4-nitro-1H-pyrrole-2-carboxamido)-1H-pyrrole-2-carboxamide N=C(CCNC(=O)C=1N(C=C(C1)NC(=O)C=1N(C=C(C1)[N+](=O)[O-])C)C)N1CCN(CC1)C